4-vinylbenzyl-trimethylammonium C(=C)C1=CC=C(C[N+](C)(C)C)C=C1